NC(CCCCCCCCCCC)N BisaminoDodecane